4-bromo-6-phenyldibenzo[b,d]thiophene BrC1=CC=CC2=C1SC1=C2C=CC=C1C1=CC=CC=C1